4-(3-Cyanoazetidin-3-yl)piperazine-1-carboxylic acid tert-butyl ester C(C)(C)(C)OC(=O)N1CCN(CC1)C1(CNC1)C#N